tert-Butyl 1-methyl-6-((trimethylsilyl) ethynyl)-1,2-dihydro-3H-benzo[e]indole-3-carboxylate CC1CN(C=2C=CC3=C(C12)C=CC=C3C#C[Si](C)(C)C)C(=O)OC(C)(C)C